2-ethyl-hexan-1-amine C(C)C(CN)CCCC